CC(CO)(CC=C)C1=CC(=CC=C1)[N+](=O)[O-] 2-methyl-2-(3-nitrophenyl)-4-penten-1-ol